3-methyl-4-ethoxythiophene CC1=CSC=C1OCC